CC(CC)(C)N N-(1,1-dimethylpropyl)amine